1-benzyl-N3-methyl-2-oxo-1,2-dihydropyridine-3,5-dicarboxamide C(C1=CC=CC=C1)N1C(C(=CC(=C1)C(=O)N)C(=O)NC)=O